N-ethyl-5-fluoro-N-isopropyl-2-((5-(2-(2-methyl-6-(methyl(propyl)amino)hexan-3-yl)-2,6-diazaspiro[3.4]octan-6-yl)-1,2,4-triazin-6-yl)oxy)benzamide C(C)N(C(C1=C(C=CC(=C1)F)OC1=C(N=CN=N1)N1CC2(CN(C2)C(C(C)C)CCCN(CCC)C)CC1)=O)C(C)C